chlorine theophylline salt N1(C)C(=O)N(C)C=2N=CNC2C1=O.[Cl]